3-(1-(1-(benzofuran-2-ylmethyl)-1H-indole-7-carboxamido)cyclopropyl)bicyclo[1.1.1]pentane O1C(=CC2=C1C=CC=C2)CN2C=CC1=CC=CC(=C21)C(=O)NC2(CC2)C21CC(C2)C1